6-methyl-N-(5-(1-methyl-1H-pyrazol-3-yl)-2,3-dihydro-1H-inden-1-yl)imidazo[1,2-a]pyridine-3-carboxamide CC=1C=CC=2N(C1)C(=CN2)C(=O)NC2CCC1=CC(=CC=C21)C2=NN(C=C2)C